propyl 6-ethyl-5-ethylsulfanylcarbonyl-2-phenyl-4-propylpyridine-3-carboxylate C(C)C1=C(C(=C(C(=N1)C1=CC=CC=C1)C(=O)OCCC)CCC)C(=O)SCC